NCC=1C=C(C=CC1)C1=CC(=CC=2C=COC21)COC2=C(C=CC(=C2)OC(F)(F)F)CC(=O)OCC ethyl 2-(2-((7-(3-(aminomethyl)phenyl)benzofuran-5-yl)methoxy)-4-(trifluoromethoxy)phenyl)acetate